4-(2-(2-isobutyryloxy-5-bromo-3-hydroxy-benzylideneamino)-4-methoxy-3-oxobutyl)phenyl isobutyrate C(C(C)C)(=O)OC1=CC=C(C=C1)CC(C(COC)=O)N=CC1=C(C(=CC(=C1)Br)O)OC(C(C)C)=O